C(C=C)(=O)N1C[C@@H](N(CC1)C=1C2=C(N(C(N1)=O)C=1C(=NC=CC1C)S(=O)(=O)OC)N=C(C(=C2)F)Cl)C (S)-4-(4-Acryloyl-2-methylpiperazin-1-yl)-7-chloro-6-fluoro-1-(4-methyl-2-(methylsulfo)pyridine-3-yl)pyrido[2,3-d]pyrimidin-2(1H)-one